ethyl (S)-3-(3-(4-hydroxy-1-methyl-2-oxo-1,2-dihydropyridin-3-yl)ureido)-3-(5-phenylthiophen-2-yl)propanoate OC1=C(C(N(C=C1)C)=O)NC(N[C@@H](CC(=O)OCC)C=1SC(=CC1)C1=CC=CC=C1)=O